BrC1=NC=C(C2=C1C(=C(S2)NC(OC(C)(C)C)=O)C#N)F tert-butyl (4-bromo-3-cyano-7-fluorothieno[3,2-c]pyridin-2-yl)carbamate